Trioctyl borate (borate) B(O)(O)O.B(OCCCCCCCC)(OCCCCCCCC)OCCCCCCCC